ClC=1C(=NC(=NC1)NC1COC1)C1=CC=C2CN(C(C2=C1)=O)CC(=O)N[C@H](CO)C1=CC(=CC=C1)OC 2-(6-{5-chloro-2-[(oxetan-3-yl)amino]pyrimidin-4-yl}-1-oxo-2,3-dihydro-1H-isoindol-2-yl)-N-[(1S)-2-hydroxy-1-(3-methoxyphenyl)ethyl]acetamide